C1(CCCC1)NC=1C=C(C=C2C=C(NC12)C1=CC=CC=C1)CCN1CCCC1 N-cyclopentyl-2-phenyl-5-(2-(pyrrolidin-1-yl)ethyl)-1H-indol-7-amine